CN(C(C1=C(C(C(=O)O)=CC(C(=O)O)=C1)CC)=O)C N,N-dimethylethyl-trimesic acid amide